2-(5,5-dimethyl-1,3,2-dioxaborinane-2-yl)-5,5-dimethyl-1,3,2-dioxaborinane CC1(COB(OC1)B1OCC(CO1)(C)C)C